6-amino-5-ethoxypyridine NC1=C(C=CC=N1)OCC